ClC1=NC=C(C(=N1)Cl)C=1N=NN(N1)C 2,4-dichloro-5-(2-methyl-2H-tetrazol-5-yl)pyrimidine